C(C)OC(CC(CCNC(NCCC(CC(OCC)OCC)[SiH3])=O)[SiH3])OCC bis[3-diethoxyethyl-silylpropyl]urea